(4R)-4-(4,4-diethyl-2-imino-6-oxo-hexahydropyrimidin-1-yl)-N-[(1S,2R)-3,3-difluoro-2-hydroxy-indan-1-yl]chromane-6-carboxamide C(C)C1(NC(N(C(C1)=O)[C@@H]1CCOC2=CC=C(C=C12)C(=O)N[C@@H]1[C@H](C(C2=CC=CC=C12)(F)F)O)=N)CC